CC1=CC(=NN1)NC=1N=CC2=C(N1)OCCC2 2-((5-methyl-1H-pyrazol-3-yl)amino)-6,7-dihydro-5H-pyrano[2,3-d]pyrimidine